ClCC(=O)NC1(CCOCC1)C1=CC2=C(N=CN=C2N[C@H](C#C)C2=C(C(=CC=C2)C(F)(F)F)C)N(C1=O)C (R)-2-chloro-N-(4-(8-methyl-4-((1-(2-methyl-3-(trifluoromethyl)phenyl)prop-2-yn-1-yl)amino)-7-oxo-7,8-dihydropyrido[2,3-d]pyrimidin-6-yl)tetrahydro-2H-pyran-4-yl)acetamide